[tetrahydrofuran-3-yl]oxy-3H-imidazo[4,5-b]pyridin-2-one O1CC(CC1)ON1C(NC=2C1=NC=CC2)=O